N-(4-chloro-3-cyano-1H-indol-7-yl)-1-(3-hydroxy-2,2-dimethyl-propyl)pyrazole-4-sulfonamide ClC1=C2C(=CNC2=C(C=C1)NS(=O)(=O)C=1C=NN(C1)CC(CO)(C)C)C#N